O1C[C@H](CC1)N (3S)-tetrahydrofuran-3-amine